N-{4-[4-(4-Ethylphenyl)-1H-imidazol-2-yl]phenyl}acetamide C(C)C1=CC=C(C=C1)C=1N=C(NC1)C1=CC=C(C=C1)NC(C)=O